C(C)(C)(C)OC(=O)N1CCN(CCC1)C=1OC=C(N1)C(=O)OCC ethyl 2-(4-(tert-butyloxycarbonyl)-1,4-diazepan-1-yl)oxazole-4-carboxylate